8-(4,4-difluorocyclohexyl)-5-methyl-2-((7-methyl-2,3-dihydrobenzo[b][1,4]dioxin-6-yl)amino)-5,8-dihydropteridine-6,7-dione FC1(CCC(CC1)N1C(C(N(C=2C=NC(=NC12)NC1=CC2=C(OCCO2)C=C1C)C)=O)=O)F